C(C)OC1=CC=C(C=C1)CC=1C(=CC(=C(C1)[C@@H]1S[C@@H]([C@H]([C@@H]([C@H]1O)O)O)CO)OC)C (2S,3R,4R,5S,6R)-2-[5-[(4-ethoxyphenyl)methyl]-2-methoxy-4-methylphenyl]-6-(hydroxymethyl)thiane-3,4,5-triol